(1R,2R,5R)-5-((2-(tert-butylamino)-5-(1H-1,2,3-triazol-1-yl)pyrimidin-4-yl)amino)-2-methylcyclohexan-1-ol C(C)(C)(C)NC1=NC=C(C(=N1)N[C@@H]1CC[C@H]([C@@H](C1)O)C)N1N=NC=C1